C1(CC1)NC(=O)C1=CN=C2N1N=C(C=C2NC)NC2=NN(C=C2C(NC)=O)C N-cyclopropyl-6-((1-methyl-4-(methylcarbamoyl)-1H-pyrazol-3-yl)amino)-8-(methylamino)imidazo[1,2-b]Pyridazine-3-carboxamide